(R)-N-(1-(4-(6-((5-(3,9-diazaspiro[5.5]undecan-3-yl)pyridin-2-yl)amino)pyrimidin-4-yl)-2-methylphenyl)ethyl)-3-(tert-butyl)-1,2,4-oxadiazole-5-carboxamide hydrochloride Cl.C1CN(CCC12CCNCC2)C=2C=CC(=NC2)NC2=CC(=NC=N2)C2=CC(=C(C=C2)[C@@H](C)NC(=O)C2=NC(=NO2)C(C)(C)C)C